(S)-1-cyano-N-(5-(4-cyano-3-methoxyphenyl)thiazol-2-yl)pyrrolidine-3-carboxamide C(#N)N1C[C@H](CC1)C(=O)NC=1SC(=CN1)C1=CC(=C(C=C1)C#N)OC